C(C=C)(=O)N1C[C@H](C[C@H](C1)O)N1C(N(C=2C(=NC=CC21)N)C2=CC=C(C=C2)OC2=CC=CC=C2)=O ((3S,5R)-1-propenoyl-5-hydroxypiperidin-3-yl)-4-amino-3-(4-phenoxyphenyl)-1,3-dihydro-2H-imidazo[4,5-c]pyridin-2-one